2-[2-benzyl-2H-indazol-5-yloxy]pyridino[3,4-d]pyrimidine-4-ol C(C1=CC=CC=C1)N1N=C2C=CC(=CC2=C1)OC=1N=C(C2=C(N1)C=NC=C2)O